N(=[N+]=[N-])CCCCC(=O)O 5-azidopentanoic acid